BrC1=C2CCOC3CN(CCC(=C32)C=C1)C(=O)OC(C)(C)C tert-Butyl 4-bromo-2,3,7,8,10,10a-hexahydro-9H-isochromeno[1,8-cd]azepine-9-carboxylate